7-bromo-6-chloro-N-(5-chloro-1-(2-chloroethyl)-1H-pyrazol-4-yl)-1H-indole-3-sulfonamide BrC=1C(=CC=C2C(=CNC12)S(=O)(=O)NC=1C=NN(C1Cl)CCCl)Cl